ClC1=NC2=CC=CC=C2C(=N1)C=1C=NC2=CC=CC=C2C1 2-Chloro-4-(quinolin-3-yl)quinazoline